C(C1=CC=CC=C1)N1CCN(CC1)CC1=CC(=C(OC(C(=O)OCC)(C)C)C(=C1)C)C Ethyl 2-(4-((4-benzylpiperazin-1-yl)methyl)-2,6-dimethylphenoxy)-2-methylpropanoate